6-bromo-N-[5-(3,3-difluoropropyl)-4-methoxy-pyrimidin-2-yl]-1H-pyrrolo[2,3-b]pyridine BrC1=CC=C2C(=N1)N(C=C2)C2=NC=C(C(=N2)OC)CCC(F)F